C1(CC1)N1C(=NC2=C1C=C(C=C2F)C2CCN(CC2)C2CCN(CC2)C(C)C)C2=CC=C(C=C2)S(=O)(=O)C 1-cyclopropyl-4-fluoro-6-(1'-isopropyl-[1,4'-bipiperidin]-4-yl)-2-(4-(methylsulfonyl)phenyl)-1H-benzo[d]imidazole